acryloxyethyltrimethylammonium bis(trifluoromethanesulfonyl)imide salt [N-](S(=O)(=O)C(F)(F)F)S(=O)(=O)C(F)(F)F.C(C=C)(=O)OCC[N+](C)(C)C